9H-carbazole-9-methanol Ethyl-4-chloro-6-methyl-2-(methylthio)pyrimidine-5-carboxylate C(C)N1C(N=C(C(=C1C)C(=O)OCN1C2=CC=CC=C2C=2C=CC=CC12)Cl)SC